4-(4-Methoxyl-3-methylphenyl)-7-phenyl-quinoline O(C)C1=C(C=C(C=C1)C1=CC=NC2=CC(=CC=C12)C1=CC=CC=C1)C